FC(C=1OC(=CC1C(=O)NC1=NC(=NS1)CC(C)(F)F)C1=CC(=CC=C1)C(F)(F)F)(F)F 2-(trifluoromethyl)-5-(3-(trifluoromethyl)phenyl)-N-(3-(2,2-difluoropropyl)-1,2,4-thiadiazole-5-yl)furan-3-carboxamide